N-(4-(2,5-difluorophenyl)-6-(5,5-difluorotetrahydro-2H-pyran-2-yl)pyrimidin-5-yl)-3-isobutylisoxazole-5-carboxamide FC1=C(C=C(C=C1)F)C1=NC=NC(=C1NC(=O)C1=CC(=NO1)CC(C)C)C1OCC(CC1)(F)F